C(C)N(CCCOC(=O)OCC=1C=C(C=C(C1)CCCCCC\C=C/C\C=C/CCCCCCCC(=O)[O-])CCCCCC\C=C/C\C=C/CCCCCCCC(=O)[O-])CC (9Z,9'Z,12Z,12'Z)-(5-((((3-(diethylamino)propoxy)carbonyl)oxy)methyl)-1,3-phenylene)bis(methylene)bis(octadeca-9,12-dienoate)